1-(1-oxoprop-2-enyl)-1,2,4,5,5',6'-hexahydrospiro[pyrrole-3,7'-pyrrolo[2,3-b]pyrazin]-6'-one O=C(C=C)N1CC2(C(NC3=NC=CN=C32)=O)CC1